thorium-niobium [Nb].[Th]